5-(5-fluoro-3-pyridinyl)-3-methyl-pyrazolo[1,5-a]Pyrimidine-7-amine FC=1C=C(C=NC1)C1=NC=2N(C(=C1)N)N=CC2C